C(C)(C)(C)NC(CN(C)C=1C2=C(N=C(N1)C1=NC=CC(=C1)OC[C@@H](C)O)CCC2)=O N-tert-butyl-2-[(2-{4-[(2R)-2-hydroxypropoxy]pyridin-2-yl}-5H,6H,7H-cyclopenta[d]pyrimidin-4-yl)(methyl)amino]acetamide